COC1=C(C=CC=C1)C=1N=C(OC1C1C2=CC=CC=C2OC=2C=CC=CC12)C 4-(2-Methoxyphenyl)-2-methyl-5-(9H-xanthen-9-yl)oxazole